ClC=1C=CC=2C3=C(C(C2C1)(C)C)C=CC1=C3C3=C(O1)C=CC=C3 10-chloro-8,8-dimethyl-8H-benzo[b]fluoreno[4,3-d]furan